C(C(C)(C)C)(=O)OC1=CC=2CCCC(C2C(=C1)Br)C 4-Bromo-5-methyl-5,6,7,8-tetrahydronaphthalen-2-yl pivalate